7-chloro-1-(2,4-dimethoxybenzyl)-1,8-naphthyridin-4(1H)-one ClC1=CC=C2C(C=CN(C2=N1)CC1=C(C=C(C=C1)OC)OC)=O